C(=O)C1=C(N=NN1C)C1=CC=C(C(=N1)C)O[C@H]1[C@@H]2[C@@H]([C@@H]2CC1)C(=O)OCC |r| (±)-Ethyl (1S,2R,5R,6R)-2-((6-(5-formyl-1-methyl-1H-1,2,3-triazol-4-yl)-2-methyl-pyridin-3-yl)oxy)bicyclo[3.1.0]hexane-6-carboxylate